BrC1=CC=C(C=C1)N(C=O)C(C)C(CC)=O N-(4-bromophenyl)-N-(3-oxopentan-2-yl)formamide